4-oxo-4,5-dihydropyrazolo[1,5-a]pyrazine-2-carboxylate O=C1C=2N(C=CN1)N=C(C2)C(=O)[O-]